COC1=NC=C(C(=N1)OC)C=1C=C(C=2N(N1)C=CN2)[C@@H]2[C@H](C2)C2=CC1=C(C=N2)C(=NN1CC(F)(F)F)C(F)(F)F 6-((1S,2S)-2-(6-(2,4-dimethoxypyrimidin-5-yl)imidazo[1,2-b]pyridazin-8-yl)cyclopropyl)-1-(2,2,2-trifluoroethyl)-3-(trifluoromethyl)-1H-pyrazolo[4,3-c]pyridine